FC(C(CO)NC(OC(C)(C)C)=O)(F)F tert-butyl (1,1,1-trifluoro-3-hydroxy propan-2-yl)carbamate